ClC1=CC2=C(N(C(C(N2C)=O)=O)C2CCN(CC2)C2=NC=C(C=N2)S(=O)(=O)NCC2CC2)N=C1 2-(4-(7-chloro-1-methyl-2,3-dioxo-2,3-dihydropyrido[2,3-b]pyrazin-4(1H)-yl)piperidine-1-yl)-N-(cyclopropylmethyl)pyrimidine-5-sulfonamide